3-(4-bromo-5-methoxy-3-methyl-2-oxo-benzimidazol-1-yl)-1-[(4-methoxyphenyl)methyl]piperidine-2,6-dione europium dysprosium nickel [Ni].[Dy].[Eu].BrC1=C(C=CC=2N(C(N(C21)C)=O)C2C(N(C(CC2)=O)CC2=CC=C(C=C2)OC)=O)OC